4-(6-methoxy-1H-indol-1-yl)-1,3-dioxolan-2-one COC1=CC=C2C=CN(C2=C1)C1OC(OC1)=O